alanylhydroxyprolinyl-diaminobutyrylbenzylamide N[C@@H](C)C(=O)N1[C@@H](C[C@@H](O)C1)C(=O)C(C1=CC=CC=C1)[N-]C(CCC(N)N)=O